[C@H]12[C@@H](NC[C@@H]2C1)CO ((1S,2R,5R)-3-azabicyclo[3.1.0]hex-2-yl)methanol